CC1=CC(=C(C#N)C=C1[N+](=O)[O-])C1=NN(C=C1)C 4-Methyl-2-(1-methyl-1H-pyrazol-3-yl)-5-nitrobenzonitrile